C(C1=CC=CC=C1)NC1=NC(=NC=C1F)NC=1C=CC(=C(C(=O)OC)C1)B1OC(C(O1)(C)C)(C)C methyl 5-((4-(benzylamino)-5-fluoropyrimidin-2-yl)amino)-2-(4,4,5,5-tetramethyl-1,3,2-dioxaborolan-2-yl)benzoate